COC=1C=C(C=C(C1)OC)C=1C=C2CCC(C2=CC1)N1CCC(CC1)C(=O)OC methyl 1-(5-(3,5-dimethoxyphenyl)-2,3-dihydro-1H-inden-1-yl)piperidine-4-carboxylate